2,3,6,7,7a,8,10,11-octahydrooxazolo[2,3-j]quinoline O1CCN2CCCC3CCCCC231